2-[4-[4-(2,3-Dihydropyrrolo[2,3-b]pyridin-1-yl)benzoyl]piperazin-1-yl]-3H-quinazolin-4-one N1(CCC=2C1=NC=CC2)C2=CC=C(C(=O)N1CCN(CC1)C1=NC3=CC=CC=C3C(N1)=O)C=C2